(±)-trans-N-[8-amino-6-(3-isopropyl-1H-pyrazol-4-yl)-3-isoquinolyl]-2-fluoro-cyclopropanecarboxamide NC=1C=C(C=C2C=C(N=CC12)NC(=O)[C@H]1[C@@H](C1)F)C=1C(=NNC1)C(C)C |r|